salicyloyl-aniline C(C=1C(O)=CC=CC1)(=O)NC1=CC=CC=C1